ClC=1C(=C(C=C(C1)C)CC(=O)O)C 3-chloro-2,5-dimethylbenzeneacetic acid